N[C@H](C(=O)O)CCS(=O)(=O)CCC(C(F)(F)F)(C=1N=CC2=CC=CC=C2C1)O (2s)-2-amino-4-((4,4,4-trifluoro-3-hydroxy-3-(isoquinolin-3-yl)butyl)sulfonyl)butanoic acid